O=C1C(=CN(C2=NC=CC=C12)C1=NC(=NS1)C1=CNC(C=C1)=O)C(=O)O 4-oxo-1-[3-(6-oxo-1,6-dihydropyridin-3-yl)-1,2,4-thiadiazol-5-yl]-1,4-dihydro-1,8-naphthyridine-3-carboxylic acid